C(C)(C)NC(=O)C1=CC2=CC(=CC(=C2C=C1)C1=CC=C(C=C1)C(F)(F)F)SC N-isopropyl-7-(methylthio)-5-(4-(trifluoromethyl)phenyl)-2-naphthamide